3-(4-(6-(methylcarbamoyl)pyridin-3-yl)piperazin-1-yl)cyclobutane-1-carboxylic acid CNC(=O)C1=CC=C(C=N1)N1CCN(CC1)C1CC(C1)C(=O)O